2-Fluoro-4-methyl-N-[4-[4-(1,3-thiazol-2-yl)piperazin-1-yl]phenyl]benzamid FC1=C(C(=O)NC2=CC=C(C=C2)N2CCN(CC2)C=2SC=CN2)C=CC(=C1)C